N(=[N+]=[N-])C1C[C@@H](N2C=3C=C(C=CC3N=C12)Cl)C1=C(C=CC=C1OC(F)F)Br (3R)-5-azido-3-[2-bromo-6-(difluoromethoxy)phenyl]-11-chloro-2,7-diazatricyclo[6.4.0.0^{2,6}]dodeca-1(8),6,9,11-tetraene